2,6-difluoro-3-methylbenzoic acid ethyl ester C(C)OC(C1=C(C(=CC=C1F)C)F)=O